FC1=CC=C(C=C1)C=1N=CN(C1C1=C2C(=NC=C1)NC=C2)CC(=O)N2CCN(CC2)C(=O)OC(C)(C)C tert-butyl 4-{2-[4-(4-fluorophenyl)-5-{1H-pyrrolo[2,3-b]pyridin-4-yl}-1H-imidazol-1-yl]acetyl}piperazine-1-carboxylate